6-methyl-3-(2-{[(3S)-piperidin-3-yl]amino}-5-(trifluoromethyl)pyrimidin-4-yl)-1H,4H,5H,6H,7H-pyrrolo[2,3-c]pyridin-7-one CN1C(C2=C(CC1)C(=CN2)C2=NC(=NC=C2C(F)(F)F)N[C@@H]2CNCCC2)=O